3,4-dicarboxybenzene C(=O)(O)C=1C=CC=CC1C(=O)O